(S)-N-((R)-7-bromo-3,8-difluorochroman-4-ylidene)-2-methylpropane-2-sulfinamide BrC1=CC=C2C([C@H](COC2=C1F)F)=N[S@@](=O)C(C)(C)C